FC(C(=O)O)(F)F.ClC1=CC=C(CN2C3(CNC3)C(N(CC2=O)C2CCC(CC2)C)=O)C=C1 5-(4-chlorobenzyl)-8-((1r,4r)-4-methylcyclohexyl)-2,5,8-triazaspiro[3.5]nonane-6,9-dione 2,2,2-trifluoroacetate